CN(CC(O)CC)C dimethylethylethanolamine